FC(C1=CC2=C(SC(=C2)C(N[C@H]2CCC[C@@H]3N(C2=O)[C@@H](CC3)C(=O)N3CCC(CC3)C3=NC=NC=C3F)=O)C=C1)P(O)(O)=O (fluoro(2-(((3S,6S,9aS)-3-(4-(5-fluoropyrimidin-4-yl)piperidine-1-carbonyl)-5-oxooctahydro-1H-pyrrolo[1,2-a]azepin-6-yl)carbamoyl)benzo[b]thiophen-5-yl)methyl)phosphonic acid